C(CC)NC(O[C@H]1C[C@H](CC1)C1=CC(=NN1)NC(CC1=CC(=NC=C1S(=O)(=O)C)OC)=O)=O (1R,3S)-3-[3-({[2-methoxy-5-(methylsulfonyl) pyridin-4-yl]acetyl}amino)-1H-pyrazol-5-yl]cyclopentyl propylcarbamate